ethyl (3,5-dihydroxy-4-methylpicolinoyl)glycinate OC=1C(=NC=C(C1C)O)C(=O)NCC(=O)OCC